2-{1-[(5,6,7,8-tetrahydroimidazo[1,2-a]pyridin-6-yl)amino]pyrido[3,4-d]pyridazin-4-yl}-5-(trifluoromethyl)phenol N=1C=CN2C1CCC(C2)NC2=C1C(=C(N=N2)C2=C(C=C(C=C2)C(F)(F)F)O)C=NC=C1